(Z)-2-((5-fluoropyridin-3-yl)methyl)-6-(2-(prop-1-en-1-yl)pyrimidin-5-yl)pyridazin-3(2H)-one FC=1C=C(C=NC1)CN1N=C(C=CC1=O)C=1C=NC(=NC1)\C=C/C